2-(2,6-dioxopiperidine-3-yl)-3-oxo-isoindoline-5-carboxylic acid pentafluorophenyl ester FC1=C(C(=C(C(=C1OC(=O)C=1C=C2C(N(CC2=CC1)C1C(NC(CC1)=O)=O)=O)F)F)F)F